N\C(=C/C(=O)OC)\CF (Z)-methyl 3-amino-4-fluorobut-2-enoate